3-methylocta-2,4,6-trien-1-ol CC(=CCO)C=CC=CC